P(=O)([O-])([O-])[O-].ClC(C(C)(C)[Pd+](C1=CC=C(C=C1)N(C)C)C(C)(C)C)Cl.ClC(C(C)(C)[Pd+](C(C)(C)C)C1=CC=C(C=C1)N(C)C)Cl.ClC(C(C)(C)[Pd+](C(C)(C)C)C1=CC=C(C=C1)N(C)C)Cl dichlorodi-t-butyl-(4-dimethylaminophenyl)palladium phosphate